3-{4-[(1,1-dioxo-1λ6-thian-4-yl)amino]-1-(2,2,2-trifluoroethyl)-1H-indol-2-yl}-N-(4-methanesulfonyl-phenyl)-prop-2-ynamide O=S1(CCC(CC1)NC1=C2C=C(N(C2=CC=C1)CC(F)(F)F)C#CC(=O)NC1=CC=C(C=C1)S(=O)(=O)C)=O